4-(5-chloro-2-methoxy-phenyl)-N-[6-(3-cyano-1-hydroxy-cyclobutyl)thiazolo[4,5-b]pyrazin-2-yl]-6-methyl-pyridine-3-carboxamide ClC=1C=CC(=C(C1)C1=C(C=NC(=C1)C)C(=O)NC=1SC=2C(=NC=C(N2)C2(CC(C2)C#N)O)N1)OC